7-(5-amino-4-methylpyridin-3-yl)-6-fluoro-N~2~-(6-methoxy-2-methyl-1,2,3,4-tetrahydroisoquinolin-7-yl)quinazoline-2,5-diamine NC=1C(=C(C=NC1)C=1C(=C(C=2C=NC(=NC2C1)NC1=C(C=C2CCN(CC2=C1)C)OC)N)F)C